CCCCCCCC/C=C\CCCCCCCCCC(=O)OC[C@H](COP(=O)([O-])OCC[N+](C)(C)C)OC(=O)CCCCCCC/C=C\C/C=C\C/C=C\CC 1-(11Z-eicosenoyl)-2-(9Z,12Z,15Z-octadecatrienoyl)-glycero-3-phosphocholine